(R)-1-(4-(4-((1-(3-(difluoromethyl)-2-fluorophenyl)ethyl)amino)-[1,2,4]triazolo[4',3':1,6]pyrido[2,3-d]pyrimidin-6-yl)-4-(methoxy-d3)piperidin-1-yl)ethan-1-one FC(C=1C(=C(C=CC1)[C@@H](C)NC=1C2=C(N=CN1)N1C(C(=C2)C2(CCN(CC2)C(C)=O)OC([2H])([2H])[2H])=NN=C1)F)F